1-Oxyl-2,2,5,5-tetramethyl-3-carboxylpyrrolidin ON1C(C(CC1(C)C)C(=O)O)(C)C